2,3-bis(4-bromophenyl)-6,7-difluoroquinoxaline BrC1=CC=C(C=C1)C1=NC2=CC(=C(C=C2N=C1C1=CC=C(C=C1)Br)F)F